2-(dodecylthiocarbonylthiothio)propionic acid C(CCCCCCCCCCC)C(=S)SSC(C(=O)O)C